FC1=C(N)C(=CC=C1)C1=CC(=NC2=C(N=CC=C12)C1=CC=NN1)N1[C@@H](COCC1)C 2-fluoro-6-{2-[(3R)-3-methylmorpholin-4-yl]-8-(1H-pyrazol-5-yl)-1,7-naphthyridin-4-yl}aniline